cyclohexylmethyl-3,4-epoxycyclohexyl-carboxylate C1(CCCCC1)COC(=O)C1CC2C(CC1)O2